N-(4,4-difluorocyclohexyl)-4-[(1S)-1-{[8-(2,2-dimethylpropyl)-7-oxo-7,8-dihydropyrido[2,3-d]pyrimidin-2-yl]amino}ethyl]-2-fluorobenzamide FC1(CCC(CC1)NC(C1=C(C=C(C=C1)[C@H](C)NC=1N=CC2=C(N1)N(C(C=C2)=O)CC(C)(C)C)F)=O)F